3-((3-iodo-5-(trifluoromethyl)pyridin-2-yl)amino)-5,5-dimethylcyclohex-2-en-1-one IC=1C(=NC=C(C1)C(F)(F)F)NC1=CC(CC(C1)(C)C)=O